5-p-hydroxyphenyl-10,15,20-tris(4-chlorophenyl)porphyrin OC1=CC=C(C=C1)C=1C2=CC=C(N2)C(=C2C=CC(C(=C3C=CC(=C(C=4C=CC1N4)C4=CC=C(C=C4)Cl)N3)C3=CC=C(C=C3)Cl)=N2)C2=CC=C(C=C2)Cl